FC=1C=C2C(NN=C(C2=CC1OC)CC=1C=C(C(=O)N2CCN(CC2)C2=NC=C(C#N)C=C2)C=CC1)=O 6-(4-(3-((6-Fluoro-7-methoxy-4-oxo-3,4-dihydrophthalazin-1-yl)methyl)benzoyl)piperazin-1-yl)nicotinonitrile